N-(2,6-diisopropylphenyl)-1-isopropyl-1H-pyrrolo[2,3-b]Pyridin-6-amine C(C)(C)C1=C(C(=CC=C1)C(C)C)NC1=CC=C2C(=N1)N(C=C2)C(C)C